NC=1C=CC(=NC1)S(=O)(=O)NC=1SC=C(N1)C1=CC(=C(C=C1)Cl)F 5-amino-N-(4-(4-chloro-3-fluorophenyl)thiazol-2-yl)pyridine-2-sulfonamide